(S)-3-amino-3-(2',4-difluoro-5,6'-dimethyl-[1,1'-biphenyl]-3-yl)propionic acid ethyl ester hydrochloride Cl.C(C)OC(C[C@@H](C=1C=C(C=C(C1F)C)C1=C(C=CC=C1C)F)N)=O